ClC1=CC=C2C=C(C=NC2=C1)C=1N=NNC1C(=O)O 4-(7-chloroquinolin-3-yl)-1H-1,2,3-triazole-5-carboxylic acid